C1=CC=CC=2C3=CC=CC=C3C(C12)COC(=O)N(CC(=O)O)CCCC(F)(F)F 2-({[(9H-fluoren-9-yl)methoxy]carbonyl}(4,4,4-trifluorobutyl)amino)acetic acid